2,4-diethyl-pentanediol C(C)C(C(O)O)CC(C)CC